5,5'-oxybis(N-tetradecyl-3-hydroxypyridin-4-one) O(C=1C(C(=CN(C1)CCCCCCCCCCCCCC)O)=O)C=1C(C(=CN(C1)CCCCCCCCCCCCCC)O)=O